C(C)(C)N(CCCCCCC(=O)NC=1SC=CN1)C 7-(isopropyl(methyl)amino)-N-(thiazol-2-yl)heptanamide